1-(N-phosphono-carbamimidoyl)-pyrrolidine-2-carboxylic acid P(=O)(O)(O)NC(=N)N1C(CCC1)C(=O)O